2-(4-acetyl-1-oxo-6-(trifluoromethyl)phthalazin-2(1H)-yl)-N-(pyrimidin-4-yl)acetamide C(C)(=O)C1=NN(C(C2=CC=C(C=C12)C(F)(F)F)=O)CC(=O)NC1=NC=NC=C1